ClC1=C(C(=CC(=C1)Cl)C)B(O)O (2,4-dichloro-6-methylphenyl)boronic acid